3-trifluoromethyl-1,2-phenylenediamine FC(C=1C(=C(C=CC1)N)N)(F)F